4-((2-(aminomethyl)cyclopropyl)buta-1,3-diyn-1-yl)-N-((2S,3S)-4,4-difluoro-3-hydroxy-1-(hydroxyamino)-3-methyl-1-oxobutan-2-yl)benzamide NCC1C(C1)C#CC#CC1=CC=C(C(=O)N[C@H](C(=O)NO)[C@](C(F)F)(C)O)C=C1